4-(2-(3,4-dimethoxyphenyl)-4-methyl-1H-benzo[d]imidazol-6-yl)piperidine-1-carboxylic acid tert-butyl ester C(C)(C)(C)OC(=O)N1CCC(CC1)C=1C=C(C2=C(NC(=N2)C2=CC(=C(C=C2)OC)OC)C1)C